4-(2-methoxy-6-(6-methyl-5-(1-methylcyclopropoxy)-1H-indazol-3-yl)pyrimidin-4-yl)-2,6-dimethylmorpholine COC1=NC(=CC(=N1)N1CC(OC(C1)C)C)C1=NNC2=CC(=C(C=C12)OC1(CC1)C)C